(S)-2-(benzo[d]thiazol-2-ylamino)-4-((2-(pyridin-2-yloxy)ethyl)(4-(5,6,7,8-tetrahydro-1,8-naphthyridin-2-yl)butyl)amino)butanoic acid S1C(=NC2=C1C=CC=C2)N[C@H](C(=O)O)CCN(CCCCC2=NC=1NCCCC1C=C2)CCOC2=NC=CC=C2